CN(C)CC1=CC(=C(C=C1)OCCCCCCCC\C=C/CCCCCCCC)OCCCCCCCC\C=C/CCCCCCCC N,N-dimethyl-3,4-dioleyl-oxybenzylamine